C(C=C)(=O)N1CC(C1)OC=1C(=CC=2C3=C(N(C(NC13)=O)C1=C(C(=C(C=C1)Cl)Cl)F)N=CN2)OC 9-((1-acryloylazetidin-3-yl)oxy)-3-(3,4-dichloro-2-fluorophenyl)-8-methoxy-1H-pyrimido[4,5,6-de]quinazolin-2(3H)-one